(±)-N2-((3S,4R)-4-aminotetrahydrofuran-3-yl)-N8-(cyclopropyl-methyl)-6-(2,6-dichloro-3,5-dimethoxyphenyl)pyrido[3,4-d]pyrimidine-2,8-diamine N[C@@H]1[C@@H](COC1)NC=1N=CC2=C(N1)C(=NC(=C2)C2=C(C(=CC(=C2Cl)OC)OC)Cl)NCC2CC2 |r|